isobutylaminopropanesulfonic acid C(C(C)C)NC(CC)S(=O)(=O)O